tert-butyl 2-(2-methoxy-3-(trifluoromethyl)phenyl)acetate COC1=C(C=CC=C1C(F)(F)F)CC(=O)OC(C)(C)C